CN1N(CCC1)C(=O)O[C@H]1C[C@H](CC1)C1=CC(=NN1)NC(=O)OCC1=CC=CC=C1 (1R,3S)-3-(3-(((benzyloxy)carbonyl)amino)-1H-pyrazol-5-yl)cyclopentyl 2-methylpyrazolidine-1-carboxylate